CC(=O)N[C@@H](CC1=CNC2=CC=CC=C21)C(=O)O The molecule is a N-acetyl-L-amino acid that is the N-acetyl derivative of L-tryptophan. It has a role as a metabolite. It is a L-tryptophan derivative and a N-acetyl-L-amino acid. It is a conjugate acid of a N-acetyl-L-tryptophanate. It is an enantiomer of a N-acetyl-D-tryptophan.